tert-butyl (3S)-3-[methoxy(methyl)carbamoyl]pyrrolidine-1-carboxylate CON(C(=O)[C@@H]1CN(CC1)C(=O)OC(C)(C)C)C